C(C(C)C)C1CC(CC(C1)C)(O)C 3-isobutyl-1,5-dimethylcyclohexan-1-ol